FCS(=O)(=O)N[C@@H]1[C@@H](N(CC12CC2)C([C@@H](C)F)=O)CC=2C(=C(C=C(C2)F)C2=CC(=CC=C2)F)F 1-fluoro-N-((6S,7S)-5-((R)-2-fluoropropanoyl)-6-((2,3',5-trifluoro-[1,1'-biphenyl]-3-yl)methyl)-5-azaspiro[2.4]heptan-7-yl)methanesulfonamide